CN1N=CC2=CC=C(C=C12)OB(O)O (1-methylindazol-6-yl)boric acid